2-(3-fluorophenyl)ethylene FC=1C=C(C=CC1)C=C